6-Methoxynicotinonitrile COC1=NC=C(C#N)C=C1